OC=1C=NC(=NC1)NC(C[C@@H](CC)NC1=CC=C(C=C1)C(F)(F)F)=O (R)-N-(5-hydroxypyrimidin-2-yl)-3-((4-(trifluoromethyl)phenyl)amino)pentanamide